CC1CCN(CC1)C1=NC=C(C=N1)N 2-(4-methylpiperidin-1-yl)pyrimidin-5-amine